2,4,5,6-tetra(9H-carbazol-9-yl)isophthalic acid C1=CC=CC=2C3=CC=CC=C3N(C12)C1=C(C(=O)O)C(=C(C(=C1C(=O)O)N1C2=CC=CC=C2C=2C=CC=CC12)N1C2=CC=CC=C2C=2C=CC=CC12)N1C2=CC=CC=C2C=2C=CC=CC12